(S)-N-(2-(4-(1-Acetyl-2-methyl-1,2,3,4-tetrahydroquinolin-6-yl)benzamido)ethyl)-2-(2-aminopyrimidin-5-yl)-4-morpholinothieno[3,2-d]pyrimidine-6-carboxamide C(C)(=O)N1[C@H](CCC2=CC(=CC=C12)C1=CC=C(C(=O)NCCNC(=O)C2=CC=3N=C(N=C(C3S2)N2CCOCC2)C=2C=NC(=NC2)N)C=C1)C